2-(carbazol-1-yl)-2,2-difluoroacetate C1(=CC=CC=2C3=CC=CC=C3NC12)C(C(=O)[O-])(F)F